S(OC1=CC=C(C=C1)OCC1=C(C=C(C=C1F)N1N=C(N=C1)C(F)(F)F)F)(=O)(=O)F 4-((2,6-difluoro-4-(3-(trifluoromethyl)-1H-1,2,4-triazol-1-yl)benzyl)oxy)phenyl sulfurofluoridate